C(C)(=O)N1N=C(C2=NC=C(C=C21)COC2=CC=C(C=C2)C(CC(=O)O)C)C2=CC=CC=C2 3-(4-((1-acetyl-3-phenyl-1H-pyrazolo[4,3-b]pyridin-6-yl)methoxy)phenyl)butanoic acid